C(CCCCCCCCCCCCCCC)N(C([C@H](C(N)C([C@@H](N)CCCNC(N)=N)=O)N)=O)CCCCCCCC\C=C/CCCCCCCC 3-(L-Arginyl)-L-2,3-diaminopropionic acid-N-palmityl-N-oleyl-amide